trans-4-(2-(5-(hydroxymethyl)furan-2-yl)-6-(phenylsulfonyl)imidazo[4,5-d]pyrrolo[2,3-b]pyridin-1(6H)-yl)cyclohexanecarbonitrile OCC1=CC=C(O1)C1=NC=2C(=C3C(=NC2)N(C=C3)S(=O)(=O)C3=CC=CC=C3)N1[C@@H]1CC[C@H](CC1)C#N